C1(CCC1)NCC[C@H](CSC1=CC=CC=C1)NC1=C(C=C(C=C1)S(=O)(=O)N)S(=O)(=O)C(F)(F)F (R)-4-((4-(cyclobutylamino)-1-(phenylsulfanyl)but-2-yl)amino)-3-((trifluoromethyl)sulfonyl)benzenesulfonamide